1-(2-cyclopropylprop-2-yl)-N-[3-(7-{[(3S,4R)-3-fluoro-1-methylpiperidin-4-yl]amino}-3-(2,2,2-trifluoroethyl)pyrazolo[1,5-a]pyridin-2-yl)prop-2-yn-1-yl]-1H-pyrazole-4-carboxamide C1(CC1)C(C)(C)N1N=CC(=C1)C(=O)NCC#CC1=NN2C(C=CC=C2N[C@H]2[C@H](CN(CC2)C)F)=C1CC(F)(F)F